CN(C)CCC(C1=CC=C(C=C1)Br)C2=CC=CC=N2.C(=C\\C(=O)O)\\C(=O)O The molecule is the maleic acid salt of brompheniramine. A histamine H1 receptor antagonist, it is used for the symptomatic relief of allergic conditions, including rhinitis and conjunctivitis. It has a role as an anti-allergic agent. It contains a brompheniramine.